S-(p-tolyl) 4-fluorothiobenzoate FC1=CC=C(C(=O)SC2=CC=C(C=C2)C)C=C1